bis(3-methyl-4-hydroxyphenyl) ether CC=1C=C(C=CC1O)OC1=CC(=C(C=C1)O)C